O'-di-2-ethylhexyl dithiophosphate P(=S)([S-])([O-])OC(CCCCC)(CC)CC